BrC1=C(C(=O)NC2=CC=C3C=NN(C3=C2)C=2C=NN(C2)C)C=CC(=N1)C#N 2-Bromo-6-cyano-N-(1-(1-methyl-1H-pyrazol-4-yl)-1H-indazol-6-yl)nicotinamide